2-(6-(4-cyclopropyl-4H-1,2,4-triazol-3-yl)pyridin-2-yl)-N,N-dimethyl-3-oxoisoindoline-5-carboxamide C1(CC1)N1C(=NN=C1)C1=CC=CC(=N1)N1CC2=CC=C(C=C2C1=O)C(=O)N(C)C